C(C1=CC=CC=C1)NC(N(C1=NC=C(N=C1)C=1C=NC(=NC1)OC)[C@@H]1CC[C@H](CC1)NC1=NC=C(C(=N1)NC1CCC1)C(F)(F)F)=O 3-benzyl-1-(trans-4-((4-(cyclobutylamino)-5-(trifluoromethyl)pyrimidin-2-yl)amino)cyclohexyl)-1-(5-(2-methoxypyrimidin-5-yl)pyrazin-2-yl)urea